C(C)NC1SCCCC1 N-ethylthianamine